C(C)(C)(C)OC(=O)NC(CCC(=O)O)C=O 4-((tert-butoxycarbonyl)amino)-5-oxopentanoic acid